N[C@@H](C)C1=CC=C(C(=O)N)C=C1 (S)-4-(1-aminoethyl)benzamide